C(C1=CC=CC=C1)OC=1C(=NC(=C(C1)OCC1=CC=CC=C1)Br)C#CCO 3-[3,5-bis(benzyloxy)-6-bromopyridin-2-yl]prop-2-yn-1-ol